9-(2-Difluoromethyl-2H-pyrazol-3-yl-methyl)-8,8-dimethyl-2-((R)-3-methyl-morpholin-4-yl)-6,7,8,9-tetrahydro-pyrimido[1,2-a]-pyrimidin-4-one FC(N1N=CC=C1CN1C(CCN2C1=NC(=CC2=O)N2[C@@H](COCC2)C)(C)C)F